4-(2-oxo-2-(pyridine-4-ylamino)ethyl)pyrrolidine-2-carboxylic acid O=C(CC1CC(NC1)C(=O)O)NC1=CC=NC=C1